2-(tert-butyl)-1'-(1,4-dimethylisoquinoline-7-carbonyl)-5H-spiro[benzo[d]thiazole-6,4'-piperidin]-4(7H)-one C(C)(C)(C)C=1SC2=C(N1)C(CC1(CCN(CC1)C(=O)C1=CC=C3C(=CN=C(C3=C1)C)C)C2)=O